COC[C@@H]1CCN(CCO1)S(=O)(=O)NC(OCC1=CC=CC=C1)=O Benzyl (S)-((7-(methoxymethyl)-1,4-oxazepan-4-yl)sulfonyl)carbamate